4-imidazo[1,2-a]pyridin-3-yl-7-[[6-(4-methylpiperazin-1-yl)-2-pyridyl]amino]-2,3-dihydro-pyrrolo[3,4-c]pyridin-1-one Bisformate C(=O)O.C(=O)O.N=1C=C(N2C1C=CC=C2)C2=NC=C(C1=C2CNC1=O)NC1=NC(=CC=C1)N1CCN(CC1)C